8-hydroxy-6-({2-oxo-[1,2'-bipyridin]-3-yl}amino)imidazo[1,2-b]pyridazine-3-carboxamide OC=1C=2N(N=C(C1)NC=1C(N(C=CC1)C1=NC=CC=C1)=O)C(=CN2)C(=O)N